5-(1H-pyrazol-1-yl)-2-naphthoic acid N1(N=CC=C1)C1=C2C=CC(=CC2=CC=C1)C(=O)O